(3R)-3-(4-Chlorophenyl)-2-[(5-chloropyrimidin-2-yl)methyl]-4-fluoro-6-[1-hydroxy-1-(1-methylpiperidin-4-yl)ethyl]-3-{[1-(hydroxymethyl)cyclopropyl]methoxy}-2,3-dihydro-1H-isoindol-1-on ClC1=CC=C(C=C1)[C@@]1(N(C(C2=CC(=CC(=C12)F)C(C)(C1CCN(CC1)C)O)=O)CC1=NC=C(C=N1)Cl)OCC1(CC1)CO